ClC=1C=C(C=C(C1OC=1C=C2C(=NN(C2=CC1)COCC[Si](C)(C)C)OC)Cl)NC(=O)C1=NOC(N1)=O N-(3,5-dichloro-4-((3-methoxy-1-((2-(trimethylsilyl)ethoxy)methyl)-1H-indazol-5-yl)oxy)phenyl)-5-oxo-4,5-dihydro-1,2,4-oxadiazole-3-carboxamide